OC=1C=C2CCCN(C2=CC1)C(CC)=O (3,4-dihydro-6-hydroxy-1(2h)-quinolinyl)-1-propanone